CS(=O)(=O)CCC(C)(C)C1=CN=CC=2N=C(N=C(C21)N)C2=CC=NC=C2 (4-methanesulfonyl-2-methylbutan-2-yl)-2-(pyridin-4-yl)pyrido[3,4-d]pyrimidin-4-amine